4-((2-(4-phenoxyphenyl)hydrazino)methyl)phenol O(C1=CC=CC=C1)C1=CC=C(C=C1)NNCC1=CC=C(C=C1)O